OC1=C(C(NC2=CC=CC=C12)=O)NC(=S)S.NC1=C(C=CC=C1)NC1N(CCCC1)C1=CC=NC2=CC=C(C=C12)CC=O 4-(((2-Aminophenyl)amino)piperidin-1-yl)-2-(quinolin-6-yl)ethanone hydroxy-2-quinolone-dithiocarbamate